BrC=1C=C(C=NC1C)C(C)=O 1-(5-bromo-6-methylpyridin-3-yl)ethan-1-one